7-(4-(5-methyl-7H-pyrrolo[2,3-d]pyrimidin-4-yl)-3,4-dihydro-2H-1,4-thiazin-6-yl)-3,4-dihydroisoquinolin-1(2H)-one CC1=CNC=2N=CN=C(C21)N2CCSC(=C2)C2=CC=C1CCNC(C1=C2)=O